O=C1CCC(=CC1)C1=CC=C(C=C1)C(=O)[O-] 4'-oxo-2',3',4',5'-tetrahydro-[1,1'-biphenyl]-4-carboxylate